1-Bromo-8-iodo-dibenzothiophen-5,5-dioxid BrC1=CC=CC=2S(C3=C(C21)C=C(C=C3)I)(=O)=O